C(C)(=O)O[C@@H]1[C@H](O[C@H]([C@@H]1OC(C)=O)OC(C)=O)COC(C(CCC(=O)OC[C@H]1O[C@H]([C@@H]([C@@H]1OC(C)=O)OC(C)=O)OC(C)=O)NC(=O)OC(C)(C)C)=O bis[[(2R,3R,4R,5S)-3,4,5-triacetoxytetrahydrofuran-2-yl]methyl]2-(tert-butoxycarbonylamino)pentanedioate